3,5-dibromo-2,4-dimethyl-pyridine BrC=1C(=NC=C(C1C)Br)C